[[4-[[[2-amino-8-[3-[3-(hydroxymethyl)azetidin-1-yl]sulfonylphenyl]-3H-1-benzazepine-4-carbonyl]-propyl-amino]methyl]phenyl]methyl]carbamate NC1=NC2=C(C=C(C1)C(=O)N(CCC)CC1=CC=C(C=C1)CNC([O-])=O)C=CC(=C2)C2=CC(=CC=C2)S(=O)(=O)N2CC(C2)CO